ClC1=CC=C(C=C1)C1=CC=C2C=CC=C(C2=C1)C1=CC=CC=C1 7-(4-chlorophenyl)-1-phenylnaphthalen